6'-(5-(3,4-difluoro-5-(piperazin-1-yl)phenyl)-1H-pyrrolo[2,3-b]pyridin-3-yl)spiro[cyclohexane-1,1'-isoindolin]-3'-one FC=1C=C(C=C(C1F)N1CCNCC1)C=1C=C2C(=NC1)NC=C2C2=CC=C1C(NC3(C1=C2)CCCCC3)=O